valeric acid propyl ester C(CC)OC(CCCC)=O